Cl.CC1(C(NC2=C(O1)C(=NC=N2)N2CC1(C2)CNCCC1)=O)C 6,6-dimethyl-4-(2,6-diazaspiro[3.5]nonan-2-yl)-6H-pyrimido[5,4-b][1,4]oxazin-7(8H)-one hydrochloride